2-((1R,5S,6r)-6-fluoro-3-azabicyclo[3.1.0]hex-6-yl)acetic acid methyl ester COC(CC1([C@@H]2CNC[C@H]12)F)=O